2-Chloro-N-((1-hydroxycyclopropyl)methyl)-5-methylpyridine-3-sulfonamide ClC1=NC=C(C=C1S(=O)(=O)NCC1(CC1)O)C